C(=O)(O)COC1=C(C=CC(=C1)OC(=C)C)C(/C=C/C1=CC(=C(OCC(=O)O)C=C1)OC)=O 2-[4-[(E)-3-[2-(Carboxymethoxy)-4-prop-1-en-2-yloxyphenyl]-3-oxoprop-1-enyl]-2-methoxyphenoxy]acetic acid